C(C)(C)(C)[Si](OC[C@H]1N(C2(CC2)CC1)C)(C)C (S)-5-(((tertbutyldimethylsilyl)oxy)methyl)-4-methyl-4-azaspiro[2.4]heptane